CN1N=CC(=C1)NC=1C=C(C=NC1)C1=CC2=C(NC(O2)=O)C=C1 6-(5-((1-methyl-1H-pyrazol-4-yl)amino)pyridin-3-yl)benzo[d]oxazol-2(3H)-one